thioglycolic acid isooctyl ester C(CCCCC(C)C)OC(CS)=O